C(C)OC1=C(C=CC(=C1)CCC)O 2-ethoxy-4-propylphenol